F[P-](F)(F)(F)(F)F.F[P-](F)(F)(F)(F)F.C(C)(C)(C)C1=CC=2NC3=CC=C(C=C3NC2C=C1)C(C)(C)C 2,7-di(t-butyl)-5,10-dihydrophenazine bis(hexafluorophosphate)